C(CCC)C1(OC1)C 2-butyl-2-methyl-oxirane